BrC=1C(=C(C=CC1Cl)S(C(F)(F)F)(=O)=N)OC1=CC(=CC(=C1)F)Cl [3-bromo-4-chloro-2-(3-chloro-5-fluoro-phenoxy)phenyl]-imino-oxo-(trifluoromethyl)-λ6-sulfane